Gamma-hydroxybutyric acid-d6 OC(C(C(C(=O)O)([2H])[2H])([2H])[2H])([2H])[2H]